tert-butyl (6-(4-(3-cyclopropylquinoxalin-2-yl)-1H-pyrazol-1-yl)hexyl)carbamate C1(CC1)C=1C(=NC2=CC=CC=C2N1)C=1C=NN(C1)CCCCCCNC(OC(C)(C)C)=O